BrC1=NN(C2=C1C(=NC=C2C2=CCC(CC2)NC(=O)OC(C)(C)C)N(C(OC(C)(C)C)=O)C(=O)OC(C)(C)C)C(C)C tert-butyl (3-bromo-7-(4-((tert-butoxycarbonyl)amino) cyclohex-1-en-1-yl)-1-isopropyl-1H-pyrazolo[4,3-c]pyridin-4-yl)(tert-butoxycarbonyl)carbamate